5-[4-fluoro-2-(piperidin-4-yl)-1,3-benzothiazol-6-yl]-2-methyl-2H-indazole FC1=CC(=CC2=C1N=C(S2)C2CCNCC2)C2=CC1=CN(N=C1C=C2)C